6-ethyl-3-(cyanoacetamido)pyridine-4-carboxylic acid ethyl ester C(C)OC(=O)C1=C(C=NC(=C1)CC)NC(CC#N)=O